C(C)N1CCN(CC1)CC1=C(C=C(C=C1)NC(=O)NC1=CC=C(C=C1)C=1C=NN2C1C=CC(=C2)C=2C=NN(C2)C)C(F)(F)F 1-(4-((4-ethylpiperazin-1-yl)methyl)-3-(trifluoromethyl)phenyl)-3-(4-(6-(1-methyl-1H-pyrazol-4-yl)pyrazolo[1,5-a]pyridin-3-yl)phenyl)urea